Triamyl Phosphate P(=O)(OCCCCC)(OCCCCC)OCCCCC